(R)-3-hydroxy-3-(2-methoxypyridin-4-yl)-N-(1-(3-(2,2,2-trifluoroethoxy)phenyl)-cyclopropyl)butanamide O[C@@](CC(=O)NC1(CC1)C1=CC(=CC=C1)OCC(F)(F)F)(C)C1=CC(=NC=C1)OC